The molecule is a 20-oxo steroid, a 17alpha-hydroxy steroid, a chlorinated steroid, a 3-oxo-Delta(4) steroid and a tertiary alpha-hydroxy ketone. It has a role as an androgen antagonist. It derives from a hydride of a pregnane. CC(=O)[C@]1(CC[C@@H]2[C@@]1(CC[C@H]3[C@H]2C=C(C4=CC(=O)[C@@H]5C[C@@H]5[C@]34C)Cl)C)O